BrC=1C=CC2=C(C(=NCC=3N2C(=NN3)C=3C=NC=CC3)C3=C(C=CC=C3F)F)C1Cl 8-bromo-7-chloro-6-(2,6-difluorophenyl)-1-(3-pyridyl)-4H-[1,2,4]triazolo[4,3-a][1,4]benzodiazepine